(E)-3-(5-fluoro-3-methyl-1H-indazol-6-yl)-N-(6-methoxy-2,4-dimethylpyridin-3-yl)acrylamide FC=1C=C2C(=NNC2=CC1/C=C/C(=O)NC=1C(=NC(=CC1C)OC)C)C